2-bromo-3-fluoro-4,6-dimethoxybenzaldehyde BrC1=C(C=O)C(=CC(=C1F)OC)OC